C(C)(C)OC([C@H](CC#CC)N1C(C2=CC=CC=C2C1=O)=O)=O (S)-2-(1,3-dioxoisoindolin-2-yl)hex-4-ynoic acid isopropyl ester